FC1=C(C(=CC=C1)F)N1N=C(C2=CC=CC=C2C1=O)C=1C=[N+](C=CC1)[O-] 3-(3-(2,6-difluorophenyl)-4-oxo-3,4-dihydro-phthalazin-1-yl)pyridine 1-oxide